FC([C@@]([C@@H](C(=O)NO)NC(C1=CC=C(C=C1)C#CC#CC(F)(F)F)=O)(C)O)F N-((2S,3S)-4,4-difluoro-3-hydroxy-1-(hydroxyamino)-3-methyl-1-oxobutan-2-yl)-4-(5,5,5-trifluoropenta-1,3-diyn-1-yl)benzamide